6,7-dichloro-3-(1H-pyrazol-3-yl)-2-(5-(trifluoromethyl)-4H-1,2,4-triazol-3-yl)-1H-indole ClC1=CC=C2C(=C(NC2=C1Cl)C1=NN=C(N1)C(F)(F)F)C1=NNC=C1